((1,1-difluoro-3-nitropropan-2-yl)oxy)benzene FC(C(C[N+](=O)[O-])OC1=CC=CC=C1)F